COC=1C(=CC2=CN(N=C2C1)C12COC(C1)(C2)C)C(=O)O 6-Methoxy-2-(1-methyl-2-oxabicyclo[2.1.1]hexan-4-yl)-2H-indazole-5-carboxylic acid